C(C)(C)(C)C=1C(=C(C=C(C1)CCC(=O)OCC(CCCC)CC)N1N=C2C(=N1)C=CC(=C2)Cl)O 2-(3'-tert-Butyl-5'-[2-(2-ethylhexyloxy)carbonylethyl]-2'-hydroxyphenyl)-5-chlorobenzotriazol